3-(azetidin-3-yl)-1-(thiophen-3-yl)piperidine N1CC(C1)C1CN(CCC1)C1=CSC=C1